C(=O)=N[C@@H](CCC1=CC=CC=C1)C(=O)O carbonyl-L-homophenylalanine